C1(=CC=C(C=C1)C1=NC(=NC(=N1)C(Cl)(Cl)Cl)C(Cl)(Cl)Cl)C1=CC=CC=C1 2-(4-biphenylyl)-4,6-bis(trichloromethyl)-s-triazine